tert-butyl (((2S,5S)-5-((S)-1-(4-fluorophenyl)-1,2,3,4-tetrahydroisoquinoline-2-carbonyl)tetrahydrofuran-2-yl)methyl)carbamate FC1=CC=C(C=C1)[C@@H]1N(CCC2=CC=CC=C12)C(=O)[C@@H]1CC[C@H](O1)CNC(OC(C)(C)C)=O